O=C1N(C=NC2=CC(=CC=C12)NC(OCC1=CC=CC=C1)=O)COCC[Si](C)(C)C benzyl (4-oxo-3-((2-(trimethylsilyl)ethoxy)methyl)-3,4-dihydroquinazolin-7-yl)carbamate